6-ethyl-2-methylimidazo[2,1-b][1,3]thiazole-5-carboxylic acid C(C)C=1N=C2SC(=CN2C1C(=O)O)C